3-[bis(dimethyl-amino)methyliumyl]-3H-benzotriazol-1-oxid CN(C)[C+](N1N=[N+](C2=C1C=CC=C2)[O-])N(C)C